[Cl].BrC=1C=C2CC(N(C2=CC1)CC(=O)N)=O 2-(5-bromo-2-oxo-2,3-dihydro-1H-indol-1-yl)acetamide chlorine